C1(CC1)COC1=NC(=NC(=C1)C1=C(C=CC=C1)C(C)C)NS(=O)(=O)C1=CC(=CC=C1)[N+](=O)[O-] N-[4-(cyclopropylmethoxy)-6-(2-isopropylphenyl)pyrimidin-2-yl]-3-nitro-benzenesulfonamide